BrC=1C(=NC(=NC1)NC1=C(C=C(C(=C1)C=1C=NN(C1)C)N1CCC(CC1)N1CCN(CC1)C)OC)NC1=C(C=CC=C1)OC 5-bromo-N2-(2-methoxy-5-(1-methyl-1H-pyrazol-4-yl)-4-(4-(4-methylpiperazin-1-yl)piperidin-1-yl)phenyl)-N4-(2-methoxyphenyl)pyrimidine-2,4-diamine